FC1=C(C=CC=C1)[C@]1([C@@H]2CCN(C[C@H]12)C1=CN=C2C(=N1)NC=C2C2=C1C=CC=NC1=C(C=C2)F)CN ((1S,6R,7R)-7-(2-fluorophenyl)-3-(7-(8-fluoroquinolin-5-yl)-5H-pyrrolo[2,3-b]pyrazin-3-yl)-3-azabicyclo[4.1.0]heptan-7-yl)methanamine